[N].C(C)OC(=O)C1=NC=CC(=C1)C 4-methylpyridine-2-carboxylic acid ethyl ester nitrogen